ClC1=C(C=CC(=C1)F)C=1C(=NC=NC1C)NC=1C(=CC(=CC1F)F)N N1-(5-(2-Chloro-4-fluorophenyl)-6-methylpyrimidin-4-yl)-4,6-difluorobenzene-1,2-diamine